CC=1SC=C(N1)C=1N2C(SC1)=NC(=C2)C(=O)N 3-(2-methylthiazol-4-yl)imidazo[2,1-b]thiazole-6-carboxamide